C1(CC1)COC[C@H]1N(C(CC1)OC)C(=O)OC(C)(C)C tert-butyl (2S)-2-((cyclopropylmethoxy) methyl)-5-methoxy-pyrrolidine-1-carboxylate